N1C=CC=2C1=CN=C(C2)O 1H-pyrrolo[2,3-c]Pyridin-5-ol